2-hydroxy-1-{4-[4-(2-hydroxy-2-methyl-propionyl)-benzyl]phenyl}-2-Methyl-1-propanol OC(C(O)C1=CC=C(C=C1)CC1=CC=C(C=C1)C(C(C)(C)O)=O)(C)C